NC1=C(C=CC(=C1)OC)C=1CCN(CC1)C(=O)OC(C)(C)C tert-butyl 4-(2-amino-4-methoxy-phenyl)-3,6-dihydro-2H-pyridine-1-carboxylate